FC=1C=C2CN(CC2=CC1)C1=NC=CC(=N1)C1=NC=CC(=N1)/C=C/C1=CC(=NC=C1)N 4-[(E)-2-[2-[2-(5-Fluoroisoindolin-2-yl)pyrimidin-4-yl]pyrimidin-4-yl]vinyl]pyridin-2-amine